3-ETHYLAMINOPHENYLBORONIC ACID C(C)NC=1C=C(C=CC1)B(O)O